2-methyl-1,3-propanedi-amine CC(CN)CN